3-(Benzyloxy)-1-(2-fluorophenyl)-5-(4,4,5,5-tetramethyl-1,3,2-dioxaborolan-2-yl)-1H-pyrazol C(C1=CC=CC=C1)OC1=NN(C(=C1)B1OC(C(O1)(C)C)(C)C)C1=C(C=CC=C1)F